FC(OC=1C=C(C=CC1)C1=CC(=CS1)C(=O)NC1=NC(=NS1)CCl)(F)F 5-(3-(trifluoromethoxy)phenyl)-N-(3-(chloromethyl)-1,2,4-thiadiazol-5-yl)thiophene-3-carboxamide